(1s,4r)-4-propylcyclohexan-1-ol CCCC1CCC(CC1)O